[Na+].O=C(CC(=O)[O-])CCC(=O)[O-].[Na+] 3-oxoadipic acid sodium salt